methyl 2-benzyl-4-phenyl-2H,4H-pyrrolo[3,4-b]indole-7-carboxylate C(C1=CC=CC=C1)N1C=C2N(C=3C=CC(=CC3C2=C1)C(=O)OC)C1=CC=CC=C1